OC(COC(COCC(=O)O)CCCCCCCC(C)C)CCCCCCCC(C)C 2-((2-((2-hydroxyisododecyl)oxy)isododecyl)oxy)acetic acid